N-hydroxy-2-phenylsuccinimide methanesulfonate CS(=O)(=O)O.ON1C(C(CC1=O)C1=CC=CC=C1)=O